C1(CC1)C1=C(C(=NO1)C1=C(C=CC=C1Cl)Cl)CO[C@H]1[C@H]2CN([C@@H](C1)C2)C=2SC1=C(N2)C=CC(=C1)C(=O)OC |r| methyl 2-((1RS,4RS,5RS)-5-((5-cyclopropyl-3-(2,6-dichlorophenyl) isoxazol-4-yl)methoxy)-2-azabicyclo[2.2.1]heptan-2-yl)benzo[d]thiazole-6-carboxylate